2-{5-[Methyl(piperidin-4-yl)amino][1,3]thiazolo[5,4-d][1,3]thiazol-2-yl}-5-(1-methyl-1H-pyrazol-4-yl)phenol CN(C=1SC2=C(N1)SC(=N2)C2=C(C=C(C=C2)C=2C=NN(C2)C)O)C2CCNCC2